1-(4-(4-(5-(2-Chloro-6-fluorophenyl)-4,5-dihydroisoxazol-3-yl)thiazol-2-yl)piperidin-1-yl)-2-((5-(trifluoromethyl)pyrazin-2-yl)oxy)ethan-1-on ClC1=C(C(=CC=C1)F)C1CC(=NO1)C=1N=C(SC1)C1CCN(CC1)C(COC1=NC=C(N=C1)C(F)(F)F)=O